C(N)(=O)[C@@H]1C[C@@]2(CN1)C(N(C1=CC=C(C=C12)Cl)C([C@H](CC(C)(C)F)N(C(OC(C)(C)C)=O)C)=O)=O tert-butyl ((S)-1-((3R,5'S)-5'-carbamoyl-5-chloro-2-oxospiro[indoline-3,3'-pyrrolidin]-1-yl)-4-fluoro-4-methyl-1-oxopentan-2-yl)(methyl)carbamate